BrC=1C=CC(=C(C1)N1CCC(CC1)CC=C)[N+](=O)[O-] 1-(5-bromo-2-nitrophenyl)-4-(prop-2-en-1-yl)piperidine